5-(3-(ethylsulfonyl)-5-(pyrimidin-5-yl)pyridin-2-yl)-2-(trifluoromethyl)-[1,2,4]triazolo[1,5-a]pyrimidine C(C)S(=O)(=O)C=1C(=NC=C(C1)C=1C=NC=NC1)C1=NC=2N(C=C1)N=C(N2)C(F)(F)F